tert-butyl 3-(3-chloro-5-nitrophenoxy)pyrrolidine-1-carboxylate ClC=1C=C(OC2CN(CC2)C(=O)OC(C)(C)C)C=C(C1)[N+](=O)[O-]